2,5-DIFLUORO-4-BENZYLOXYPHENYLBORONIC ACID FC1=C(C=C(C(=C1)OCC1=CC=CC=C1)F)B(O)O